C(C)(=O)OC1=C(C=C(C=C1)C=1C(C=2C(=C3C=CC(OC3=C(C2OC(C)=O)CC=C(C)C)(C)C)OC1)=O)OC(C)=O 4-(5-acetoxy-8,8-dimethyl-6-(3-methylbut-2-en-1-yl)-4-oxo-4H,8H-pyrano[2,3-f]chromen-3-yl)-1,2-phenylene diacetate